The molecule is a 1-pyrrolinecarboxylic acid having a hydroxy substituent at the 4-position. It has a role as a mouse metabolite. It is a dehydroamino acid and a 1-pyrrolinecarboxylic acid. It is a conjugate acid of a 4-hydroxy-1-pyrroline-2-carboxylate. C1C(CN=C1C(=O)O)O